O=C1NC(CCC1N1C(C2=CC=CC(=C2C1=O)NCCCOCCCS(=O)(=O)N)=O)=O 3-[3-[[2-(2,6-dioxo-3-piperidyl)-1,3-dioxo-isoindolin-4-yl]amino]propoxy]propane-1-sulfonamide